COC(=O)C=1C=CC2=C(N(C(=N2)CN2CC3=CC(=CC=C3CC2)OCC2=C(C=C(C=C2)C#N)F)CC2OCC2)C1 2-((7-((4-cyano-2-fluorobenzyl)oxy)-3,4-dihydroisoquinolin-2(1H)-yl)methyl)-1-((oxetan-2-yl)methyl)-1H-benzo[d]imidazole-6-carboxylic acid methyl ester